FC1=C(C(=CC=C1O)F)CC(=O)O (2,6-difluoro-3-hydroxy-phenyl)acetic acid